2-methoxy-1H-purine-6,8(7H,9H)-dione COC=1NC(C=2NC(NC2N1)=O)=O